C1(CCCC1)C1(NC(=CC=C1N)C1=CC=NC=C1)N 2-cyclopentyl-6-(4-pyridinyl)pyridine-2,3-diamine